FC1=C(CNC(=O)C=2C(C(=C3N([C@@H]4[C@@](CCCN(C3=O)C4)(C)F)C2)O)=O)C=CC(=C1)F |&1:13| (6S,7S)- and (6R,7S)-N-(2,4-difluorobenzyl)-6-fluoro-12-hydroxy-6-methyl-1,11-dioxo-1,4,5,6,7,11-hexahydro-3H-2,7-methanopyrido[1,2-a][1,4]diazonine-10-carboxamide